(E)-4-(3-(2-bromo-6-(methoxymethoxy)phenyl)-1-hydroxyallyl)-3-fluorobenzonitrile BrC1=C(C(=CC=C1)OCOC)/C=C/C(O)C1=C(C=C(C#N)C=C1)F